dibromo-2,2-bis(chloromethyl)cyclopropane [1-methyl-2-(o-tolyl)propyl](2S)-2-[(3-hydroxy-4-methoxy-pyridine-2-carbonyl)amino]propanoate CC(C(C)C1=C(C=CC=C1)C)OC([C@H](C)NC(=O)C1=NC=CC(=C1O)OC)=O.BrC1C(C1Br)(CCl)CCl